ClC1=C(C(=CC=C1)F)CN1C2=C(SCC1)C=CC(=C2)C=2OC=C(N2)C2=CC=CC=C2 4-(2-chloro-6-fluorophenylmethyl)-6-(4-phenyloxazol-2-yl)-2H-benzo[b][1,4]Thiazine